N-cyclohexyl-1-methyl-2-oxo-1,2-dihydrobenzo[cd]indole-6-sulfonamide C1(CCCCC1)NS(=O)(=O)C=1C=2C3=C(C(N(C3=CC1)C)=O)C=CC2